tert-butyl (methyl(3-nitrophenyl)(oxo)-λ6-sulfaneylidene)carbamate CS(=O)(C1=CC(=CC=C1)[N+](=O)[O-])=NC(OC(C)(C)C)=O